C(C)OC1=C(C=NC(=C1)S(=O)(=O)C)NC1=NNC2=CC(=CC=C12)[C@@H]1C[C@@]12C(NC1=CC=C(C=C21)OC)=O (1r,2s)-2-(3-{[4-ethoxy-6-(methylsulfonyl)pyridin-3-yl]amino}-1H-indazol-6-yl)-5'-methoxyspiro[cyclopropan-1,3'-indol]-2'(1'H)-one